BrC=1C=C(CC2=NC=CC(=C2)C=2C=C3C(=NNC3=CC2)C2=CC(=NC=C2)C)C=C(C1)F (3-bromo-5-fluorobenzyl)-4-(3-(2-methylpyridin-4-yl)-1H-indazol-5-yl)pyridin